methyl-[1-(trifluoromethyl)cyclopropyl]ammonium C[NH2+]C1(CC1)C(F)(F)F